tri-n-butyl-amine C(CCC)N(CCCC)CCCC